benzyl-trimethyl-amine hydroxide [OH-].C(C1=CC=CC=C1)CN(C)C